2-(3,4-dichlorobenzoyl)-5-(2-(6-methoxy-1H-indol-3-yl)acetyl)-N-((S)-1-(methylamino)-1-oxo-5-phenylpentan-2-yl)octahydro-1H-pyrrolo[3,4-c]pyridine-7-carboxamide ClC=1C=C(C(=O)N2CC3CN(CC(C3C2)C(=O)N[C@H](C(=O)NC)CCCC2=CC=CC=C2)C(CC2=CNC3=CC(=CC=C23)OC)=O)C=CC1Cl